2-geranyl-5-(trans-2-hexynyl)-dihydroxybenzoic acid C(\C=C(/C)\CCC=C(C)C)C1=C(C(=O)O)C=C(C(=C1O)O)CC#CCCC